ClC1=C(C=C2C(=C(N(C2=C1F)C)C1=NC(=NN1)[C@@H](C)NCCOC)N1C=NC=C1)OC (R)-1-(5-(6-chloro-7-fluoro-3-(1H-imidazol-1-yl)-5-methoxy-1-methyl-1H-indol-2-yl)-1H-1,2,4-triazol-3-yl)-N-(2-methoxyethyl)ethan-1-amine